C(=O)O.NC=1C=C(C=C(C1)C(F)(F)F)[C@@H](C)NC1=NC(=NC2=CC=C(C=C12)NC=1C(=C(C=CC1)CC(=O)N(C)C)O)C (R)-2-(3-((4-((1-(3-amino-5-(trifluoromethyl)phenyl)ethyl)amino)-2-methylquinazolin-6-yl)amino)-2-hydroxyphenyl)-N,N-dimethylacetamide formate